2-(3-chloro-2-(naphthalen-2-yl)anilino)benzoic acid ClC=1C(=C(NC2=C(C(=O)O)C=CC=C2)C=CC1)C1=CC2=CC=CC=C2C=C1